NC=1NC(C2=C(N1)NC=C2CNCCCC2=CC=CC=C2)=O N-((2-amino-4-oxo-4,7-dihydro-3H-pyrrolo[2,3-d]pyrimidin-5-yl)methyl)-3-phenylpropan-1-amine